NC1=CC=C(C=C1)N1C(C=2C(C1=O)=CC=CC2)=O N-(4-aminophenyl)phthalimide